BrC=1C=C(CN2C(OC(=N2)CC2OCCCC2)=O)C=CC1 3-(3-bromobenzyl)-5-((tetrahydro-2H-pyran-2-yl)methyl)-1,3,4-oxadiazol-2(3H)-one